C1(CC1)NC(=O)C=1C=CC=C2C=3CC(CCC3NC12)NC(=O)NC1=CC(=CC=C1)C(F)(F)F N-cyclopropyl-3-(3-(3-(trifluoromethyl)phenyl)ureido)-2,3,4,9-tetrahydro-1H-carbazole-8-carboxamide